2,2'-(1,2-phenylene)bis(ethane-1-ol) C1(=C(C=CC=C1)CCO)CCO